FC1=CC=CC=2CC(C3=CC=CC=C3C12)OC(=O)C 4-fluoro-9-acetoxyl-9,10-dihydrophenanthrene